BrC=1N(C=CN1)C1CN(C1)C(=O)OC(C)(C)C tert-butyl 3-(2-bromoimidazol-1-yl)azetidine-1-carboxylate